C(C1=CC=C(C(=O)OCC(CCCC)CC)C=C1)(=O)OCC(CCCC)CC di(2-ethyl hexyl) terephthalate